ClC=1C=C(C=2N(N1)C=CN2)OC2=C(C=C(N)C=C2)F 4-((6-chloroimidazo[1,2-b]pyridazin-8-yl)oxy)-3-fluoroaniline